C(=C)C1=CC=C(COC=2C=C3C=CC(=CC3=CC2)C2(C3=CC=CC=C3C=3C=CC=CC23)C=2C=C3C=CC(=CC3=CC2)O)C=C1 6-(9-(6-((4-vinylbenzyl)oxy)naphthalen-2-yl)-9H-fluoren-9-yl)naphthalene-2-ol